4-cyano-6-methoxy-2-(4-pyridyl)-5-trifluoromethylpyrimidine C(#N)C1=NC(=NC(=C1C(F)(F)F)OC)C1=CC=NC=C1